diethyl 1-benzyl-4-(4-chlorophenyl)-6-methyl-9-oxo-8-phenyl-1,7,8-triazaspiro[4.4]non-2,6-diene-2,3-dicarboxylate C(C1=CC=CC=C1)N1C(=C(C(C12C(=NN(C2=O)C2=CC=CC=C2)C)C2=CC=C(C=C2)Cl)C(=O)OCC)C(=O)OCC